(7S)-7-tert-butyl-N-[(1R)-1-[3-(3-aminoazetidine-1-carbonyl)phenyl]-3-(dimethylamino)propyl]-5,6,7,8-tetrahydrothiazolo[5,4-b]quinoline-2-carboxamide C(C)(C)(C)[C@@H]1CC=2C=C3C(=NC2CC1)SC(=N3)C(=O)N[C@H](CCN(C)C)C3=CC(=CC=C3)C(=O)N3CC(C3)N